(S)-2-(5-carbamoyl-4-(4-((4-ethylpyridin-2-yl)carbamoyl)phenyl)-1-(methylamino)-1H-imidazol-2-yl)piperidine-1-carboxylic acid tert-butyl ester C(C)(C)(C)OC(=O)N1[C@@H](CCCC1)C=1N(C(=C(N1)C1=CC=C(C=C1)C(NC1=NC=CC(=C1)CC)=O)C(N)=O)NC